C(C)N(C(CC1=C(N=C2N1C=CC(=C2)C)C2=CC(=C(C=C2)Cl)Cl)=O)CC2=CC=NC=C2 N-ethyl-N-(4-pyridylmethyl)-2-[2-(3,4-dichlorophenyl)-7-methyl-imidazo[1,2-a]pyridin-3-yl]-acetamide